FC(C(=O)C=1N(C=CN1)C)(F)F 2,2,2-Trifluoro-1-(1-methyl-1H-imidazol-2-yl)ethan-1-on